C(C1=CC=CC=C1)N1CC2=CN(C[C@H]2C1)C1=NC(=CC(=N1)C)C (3aR,6aS)-2-benzyl-5-(4,6-dimethylpyrimidin-2-yl)tetrahydropyrrolo[3,4-c]pyrrole